Cl[C@H](C(=O)N(NC(=O)[C@@H]1[C@H]2C([C@H]2CN1C(COC1=CC(=CC(=C1)F)F)=O)(C)C)C[C@H]1C(NCC1)=O)F (1R,2S,5S)-N'-[(2R)-2-chloro-2-fluoro-acetyl]-3-[2-(3,5-difluorophenoxy)acetyl]-6,6-dimethyl-N'-[[(3S)-2-oxopyrrolidin-3-yl]methyl]-3-azabicyclo[3.1.0]hexane-2-carbohydrazide